C(C)(=O)NC1=CC=C(C=C1)NC(C(C1=CC(=CC=C1)Cl)Cl)=O N-(4-acetamidophenyl)-2-chloro-2-(3-chlorophenyl)acetamide